4-(dihydroxyboryl)-L-phenylalanine OB(C1=CC=C(C[C@H](N)C(=O)O)C=C1)O